C1(=CC=CC=C1)C(C(=O)O)O 2-phenyl-2-hydroxyethanoic acid